2-(1,4-dioxaspiro[4.5]dec-7-en-8-yl)benzonitrile O1CCOC12CC=C(CC2)C2=C(C#N)C=CC=C2